2-bromo-N-(4-((1,3,5-trimethyl-1H-pyrazol-4-yl)diazenyl)benzyl)acetamide BrCC(=O)NCC1=CC=C(C=C1)N=NC=1C(=NN(C1C)C)C